3-(6-((3-(4-fluorophenyl)-5-methylisoxazol-4-yl)methoxy)-2-methylpyridin-3-yl)-5,6-dihydro-8H-[1,2,4]triazolo[3,4-c][1,4]oxazine FC1=CC=C(C=C1)C1=NOC(=C1COC1=CC=C(C(=N1)C)C1=NN=C2COCCN21)C